2-((bis(4-methoxyphenyl)(phenyl)methyl)thio)ethyl (2-cyanoethyl) diisopropylphosphoramidite C(C)(C)N(P(OCCSC(C1=CC=CC=C1)(C1=CC=C(C=C1)OC)C1=CC=C(C=C1)OC)OCCC#N)C(C)C